(4,5-difluoro-2-oxo-1,3-benzoxazol-3(2H)-yl)acetic acid FC1=C(C=CC2=C1N(C(O2)=O)CC(=O)O)F